1-propylpiperidin-1-ium C(CC)[NH+]1CCCCC1